(S)-2-amino-3-(1H-tetrazolyl)propionic acid N[C@H](C(=O)O)CN1N=NN=C1